CN1N=CC(=C1)C1=CC=C(CNC2=NC=NC(=C2)C2=CN=C3N2C=CC(=C3)OCCN3CC2(COC2)C3)C=C1 [4-(1-methyl-1H-pyrazol-4-yl)-benzyl]-(6-{7-[2-(2-oxa-6-aza-spiro[3.3]hept-6-yl)-ethoxy]-imidazo[1,2-a]pyridin-3-yl}-pyrimidin-4-yl)-amine